n-butyltriphenylphosphine chloride [Cl-].C(CCC)C1=C(C=CC=C1)P(C1=CC=CC=C1)C1=CC=CC=C1